1-((1r,4r)-4-(5-Bromo-6-methoxy-2H-indazol-2-yl)cyclohexyl)pyridin-2(1H)-one BrC1=CC2=CN(N=C2C=C1OC)C1CCC(CC1)N1C(C=CC=C1)=O